N[Li] monoaminolithium